(1aRS,7bSR)-5-{2-[(Z)-3-(3-hydroxy-azetidin-1-yl)prop-1-enyl]-4-fluorobenzene-sulfonylamino}-1,1a,2,7b-tetrahydrocyclopropa-[c]benzopyran-4-carboxylic acid OC1CN(C1)C\C=C/C1=C(C=CC(=C1)F)S(=O)(=O)NC1=C(C2=C([C@@H]3[C@H](CO2)C3)C=C1)C(=O)O |r|